3-bromo-4-methyl-9-oxoacridine-10-acetate BrC=1C=CC=2C(C3=CC=CC=C3N(C2C1C)CC(=O)[O-])=O